ethyl-butyl-hypophosphorous acid chloride C(C)P(=O)(CCCC)Cl